2-(9-(5-hydroxypentyl)-3,9-diazaspiro[5.5]undecan-3-yl)propane-1,3-diyl bis(2-hexyldecanoate) C(CCCCC)C(C(=O)OCC(COC(C(CCCCCCCC)CCCCCC)=O)N1CCC2(CC1)CCN(CC2)CCCCCO)CCCCCCCC